ClC1=C(C(=CC=C1)F)N1CCC(CC1)N1C(N(C=2C(C1C)=CN(N2)C2OCCCC2)CC2=C(C=CC=C2)C2CC2)=O 5-[1-(2-chloro-6-fluoro-phenyl)-piperidin-4-yl]-7-(2-cyclopropyl-benzyl)-4-methyl-2-(tetrahydro-pyran-2-yl)-2,4,5,7-tetrahydro-pyrazolo[3,4-d]pyrimidin-6-one